BrC1=C(C(=CC=C1)F)\C=N\NC N-[(E)-(2-bromo-6-fluoro-phenyl)methyleneamino]methanamine